1-(carboxymethyl)-5-ethyl-1H-imidazol-3-ium chloride [Cl-].C(=O)(O)CN1C=[NH+]C=C1CC